OCCOCN1C=2N=C(NC(C2N=C1)=O)N 9-(2-hydroxyethoxymethyl)guanine